C(#N)C1=CC(=C(C=N1)OC1=CC(=C2C(=N1)N(C=N2)C)NC2=NC=C(C(=O)O)C=C2)C 6-[5-(6-cyano-4-methyl-pyridin-3-yloxy)-3-methyl-3H-imidazo[4,5-b]pyridin-7-ylamino]-nicotinic acid